C[C@H]1N(CC[C@@H](C1)N)S(=O)(=O)C (2R,4S)-2-Methyl-1-methyl-sulfonylpiperidin-4-amine